C(C1=CC=CC=C1)OC(=O)NC(C(=O)O)CO 2-(benzyloxycarbonylamino)-3-hydroxypropanoic acid